(1S,2S)-N-(7-chloro-6-(1-((3R,4R)-4-hydroxy-3-methyltetrahydrofuran-3-yl)piperidin-4-yl)isoquinolin-3-yl)-2-(difluoromethyl)cyclopropane-1-carboxamide ClC1=C(C=C2C=C(N=CC2=C1)NC(=O)[C@@H]1[C@H](C1)C(F)F)C1CCN(CC1)[C@@]1(COC[C@@H]1O)C